tert-butyl (2S)-2-{[(2S)-2-{[(4-bromo-2-fluorophenyl)carbamoyl]amino}-4-methylpentanoyl]amino}propanoate BrC1=CC(=C(C=C1)NC(=O)N[C@H](C(=O)N[C@H](C(=O)OC(C)(C)C)C)CC(C)C)F